N-({3-[(3-hydroxypiperidin-1-yl)methyl]oxazin-3-yl}methyl)-4H,5H,6H,7H,8H,9H-cycloocta[b]thiophene-2-carboxamide OC1CN(CCC1)CC1(NOC=CC1)CNC(=O)C1=CC2=C(S1)CCCCCC2